ClS(=O)(=O)C1=C(NC=2CC(CCC12)(F)F)C(=O)OCC ethyl 3-(chlorosulfonyl)-6,6-difluoro-4,5,6,7-tetrahydro-1H-indole-2-carboxylate